NC12[C@H](CC(CC1)(CC2)NC(=O)C2=CC(=NO2)C)O (S)-N-(4-amino-3-hydroxy-bicyclo[2.2.2]oct-1-yl)-3-methylisoxazole-5-carboxamide